NC1CC(N(C1)C1=CC=C(C=C1)S(=O)(=O)N1CCN(CC1)C1=NC(=CC(=C1)C(C1CCOCC1)(F)F)Cl)=O 4-amino-1-[4-[4-[6-chloro-4-[difluoro(tetrahydropyran-4-yl)methyl]-2-pyridyl]piperazin-1-yl]sulfonylphenyl]pyrrolidin-2-one